(R)-2-fluoro-3-(hydroxymethyl)-N-(5-(5-(methoxymethyl)-1,2,4-oxadiazol-3-yl)-2,3-dihydro-1H-inden-1-yl)benzamide FC1=C(C(=O)N[C@@H]2CCC3=CC(=CC=C23)C2=NOC(=N2)COC)C=CC=C1CO